(4-(2-((3-amino-6-(2-hydroxyphenyl)pyridazin-4-yl)oxy)ethyl)phenyl)(3-(piperidin-4-yl)azetidin-1-yl)methanone NC=1N=NC(=CC1OCCC1=CC=C(C=C1)C(=O)N1CC(C1)C1CCNCC1)C1=C(C=CC=C1)O